FC1=CC=CC2=C1NN=N2 7-fluoro-1H-benzotriazole